OC1CCC2(CC(CO2)NC(OC(C)(C)C)=O)CC1 tert-butyl N-(8-hydroxy-1-oxaspiro[4.5]decan-3-yl)carbamate